tert-butyl (R)-3-((2-cyclopropoxyethyl)amino)pyrrolidine-1-carboxylate C1(CC1)OCCN[C@H]1CN(CC1)C(=O)OC(C)(C)C